ClC1=C(C(=O)O)C=CC=C1C(C)(C)C#N 2-chloro-3-(2-cyanopropan-2-yl)benzoic acid